SCCO 2-mercaptoethan-1-ol